OCCOC1=CC=C(C=C1)C(C(C)C)=O 1-[4-(2-hydroxyethoxy)phenyl]-2-methyl-1-propanone